3-chloro-5-iodo-7H-pyrrolo[2,3-c]pyridazine ClC1=CC2=C(N=N1)NC=C2I